(R)-3-aminopiperidine-2,6-dione hydrochloride Cl.N[C@H]1C(NC(CC1)=O)=O